6-isopropyl-5-(8-methoxy-[1,2,4]triazolo[1,5-a]pyridin-6-yl)-1-(4-(methyl(3,3,3-trifluoropropyl)amino)cyclohexyl)-1,3-dihydro-2H-benzo[d]imidazol-2-one C(C)(C)C=1C(=CC2=C(N(C(N2)=O)C2CCC(CC2)N(CCC(F)(F)F)C)C1)C=1C=C(C=2N(C1)N=CN2)OC